C(#N)C=1N=CN(C1)C1=CC=CC(=N1)C(=O)NC=1C=NC(=CC1)C(F)(F)F 6-(4-cyano-1H-imidazol-1-yl)-N-(6-(trifluoromethyl)pyridin-3-yl)picolinamide